CC=1OCCC1S 2-methyl-4,5-dihydrofuran-3-thiol